diphenylimidazolidinetrithione C1(=CC=CC=C1)N1C(N(C(C1=S)=S)C1=CC=CC=C1)=S